2-(4-cyclopropyl-2-ethylsulfanyl-phenyl)-3,5-dimethyl-6-(trifluoromethyl)imidazo[4,5-c]pyridin-4-one C1(CC1)C1=CC(=C(C=C1)C1=NC2=C(C(N(C(=C2)C(F)(F)F)C)=O)N1C)SCC